m-[2-(2-hydroxy-2-methylpropionylamino)-6-(1-{[6-(methoxymethyl)-2-pyridinyl]methyl}-1H-1,2,3-triazol-4-yl)-4-pyrimidinyl]benzonitrile OC(C(=O)NC1=NC(=CC(=N1)C=1C=C(C#N)C=CC1)C=1N=NN(C1)CC1=NC(=CC=C1)COC)(C)C